5-(bromomethyl)-1-(4-fluorophenyl)-4-methyl-1H-1,2,3-triazole BrCC1=C(N=NN1C1=CC=C(C=C1)F)C